3-(2-Benzooxazolyl)-4-hydroxybenzaldehyde O1C(=NC2=C1C=CC=C2)C=2C=C(C=O)C=CC2O